6-(2,6-bis(Bromomethyl)isonicotinamido)hexanamide BrCC=1C=C(C(=O)NCCCCCC(=O)N)C=C(N1)CBr